4-(6-amino-2-chloro-9H-purin-9-yl)-N-{4-[(4-aminopiperidin-1-yl)methyl]-1,3-thiazol-2-yl}cyclohexanecarboxamide NC1=C2N=CN(C2=NC(=N1)Cl)C1CCC(CC1)C(=O)NC=1SC=C(N1)CN1CCC(CC1)N